S1C=CC2=C1C=C1N2C=NNC1=O thieno[2',3':4,5]pyrrolo[1,2-d][1,2,4]triazin-8(7H)-one